4-bromo-1-methyl-benzotriazole BrC1=CC=CC=2N(N=NC21)C